COC=1C=C(C=NC1)CC=1C(=C(NC=CC1)CC=1C=C(C=CC1)C[C@H](C(=O)O)[C@@H]1CNCC1)CC=1C=C(C=CC1)C[C@H](C(=O)O)[C@@H]1CNCC1 (2S,2'S)-3,3'-(((((5-methoxypyridin-3-yl)methyl)azepinediyl)bis(methylene))bis(3,1-phenylene))bis(2-((R)-pyrrolidin-3-yl)propanoic acid)